N1(N=CC=C1)C=1C=C(C=CC1)C=1CN=C2C1N=C(N=C2C2=CC=NC=C2)N2CCOCC2 4-(7-(3-(1H-pyrazol-1-yl)phenyl)-4-(pyridin-4-yl)-6H-pyrrolo[3,2-d]pyrimidin-2-yl)morpholine